(S)-2-(4-(2-(2-methylazetidin-1-yl)-6-(trifluoromethyl)pyrimidin-4-yl)piperazin-1-yl)-1-(piperazin-1-yl)ethan-1-one C[C@@H]1N(CC1)C1=NC(=CC(=N1)N1CCN(CC1)CC(=O)N1CCNCC1)C(F)(F)F